tert-butyl 4-(4-{4-[5-(difluoromethyl)-2-fluoro-3-[(pyrrolidine-1-sulfonyl)amino]phenyl]-3-(pyridin-4-yl)pyrazol-1-yl}phenyl)piperazine-1-carboxylate FC(C=1C=C(C(=C(C1)C=1C(=NN(C1)C1=CC=C(C=C1)N1CCN(CC1)C(=O)OC(C)(C)C)C1=CC=NC=C1)F)NS(=O)(=O)N1CCCC1)F